FC=1C=CC(=C(CN2C(C=3N(CC2CO)C=C(C3)C3=NC(=NC=C3C)NC3COC3)=O)C1)CO 2-(5-fluoro-2-(hydroxymethyl)benzyl)-3-(hydroxymethyl)-7-(5-methyl-2-(oxetan-3-ylamino)pyrimidin-4-yl)-3,4-dihydropyrrolo[1,2-a]pyrazin-1(2H)-one